C1(=CC=CC2=CC=CC=C12)C(=O)OC(C)CCCCCC(F)(F)F 1-trifluorooctan-2-yl naphthalate